CC=1N=C(SC1S(=O)(=O)N1CCN(CC1)C[C@H](C)NC=1C2=C(N=CN1)C(=CS2)C=2C=NC=CC2)NC(OC)=O methyl N-[4-methyl-5-({4-[(2S)-2-{[7-(pyridin-3-yl)thieno[3,2-d]pyrimidin-4-yl]amino}propyl]piperazin-1-yl}sulfonyl)-1,3-thiazol-2-yl]carbamate